methyl (2S,3R)-2-amino-3-methoxy-butanoate N[C@H](C(=O)OC)[C@@H](C)OC